N-methyl-2-piperidone CN1C(CCCC1)=O